3-(2-bromo-3-chlorophenoxy)-4-nitrobenzaldehyde BrC1=C(OC=2C=C(C=O)C=CC2[N+](=O)[O-])C=CC=C1Cl